(Z)-3-bromo-2-(hydroxyimino)propionic acid ethyl ester C(C)OC(/C(/CBr)=N/O)=O